3-((tert-butyldimethylsilyloxy)pyrrolidin-1-yl)(1H-imidazol-1-yl)methanone [Si](C)(C)(C(C)(C)C)OC1N(CCC1)N1CN(C=C1)C=O